COC=1C=C(C=C(C1)OC)OC(CC)=O.OC1=CC=C(C(C(=O)O)O)C=C1 4-hydroxymandelic acid 3,5-dimethoxyphenyl-propanoate